NC1=C2C(=NC=N1)N(N=C2C2=CC=C1C(=C(NC1=C2)C(=O)NC)F)C(C)(C)C 6-(4-amino-1-tert-butyl-pyrazolo[3,4-d]pyrimidin-3-yl)-3-fluoro-N-methyl-1H-indole-2-carboxamide